CC1(CCC(CN1)NC1=NC=C(C(=N1)C1=CNC=2C(N(CCCC21)CC2COCC2)=O)C(F)(F)F)C 3-{2-[(6,6-dimethylpiperidin-3-yl)amino]-5-(trifluoromethyl)pyrimidin-4-yl}-7-[(oxolan-3-yl)methyl]-1H,4H,5H,6H,7H,8H-pyrrolo[2,3-c]azepin-8-one